C(C)(C)(C)OC(N[C@H](C(=O)NC1=CC=C(C=C1)C1=C(C=NC=C1)NC)C(C1=CC=CC=C1)C1=CC=CC=C1)=O (S)-(1-((4-(3-(methylamino)pyridin-4-yl)phenyl)amino)-1-oxo-3,3-diPhenylpropan-2-yl)carbamic acid tert-butyl ester